BrC=1C=C(C=CC1CC)N1C(=NC2=CC=CC=C2C1=O)C=1C=NC=CC1 3-(3-Bromo-4-Ethylphenyl)-2-(Pyridine-3-yl)Quinazolin-4(3H)-One